(rac)-N-[4-(3-bromo-5,7,7-trimethyl-4-oxo-4,5,6,7-tetrahydro-1H-pyrrolo[3,2-c]pyridin-2-yl)pyridin-2-yl]-4,4-difluoro-2-(4-fluorophenyl)butanamide BrC1=C(NC2=C1C(N(CC2(C)C)C)=O)C2=CC(=NC=C2)NC([C@H](CC(F)F)C2=CC=C(C=C2)F)=O |r|